FC(CC=1C=C(C=CC1)CCCC(=O)O)F 4-(3-(2,2-difluoroethyl)phenyl)butanoic acid